C(C)(C)(C)OC(=O)N1CCCC2=CC=C(N=C12)CC1CC(C1)C(=O)OCC 7-(((1S,3S)-3-(ethoxycarbonyl)cyclobutyl)methyl)-3,4-dihydro-1,8-naphthyridine-1(2H)-carboxylic acid tert-butyl ester